(R)-5-((5-(8-fluoroimidazo[1,2-a]pyridin-6-yl)-4-methoxy-7H-pyrrolo[2,3-d]pyrimidin-2-yl)amino)-1-methylpiperidin-2-one FC=1C=2N(C=C(C1)C1=CNC=3N=C(N=C(C31)OC)N[C@@H]3CCC(N(C3)C)=O)C=CN2